COC(=O)[C@H]1[C@@H](C1)C(=O)N1CC2N(C(C1)C2)C(=O)OC(C)(C)C tert-butyl 3-[trans-2-(methoxycarbonyl) cyclopropanecarbonyl]-3,6-diazabicyclo[3.1.1]heptane-6-carboxylate